2-{[1-({3-[(2S)-2-(4-chlorophenyl)-2-hydroxyethyl]-1,2,4-oxadiazol-5-yl}methyl)-2,6-dioxo-3H-pyrimidin-4-yl]methyl}isoindole-1,3-dione ClC1=CC=C(C=C1)[C@H](CC1=NOC(=N1)CN1C(NC(=CC1=O)CN1C(C2=CC=CC=C2C1=O)=O)=O)O